FC1=CC(=C2C=C(NC2=C1)C(=O)OC)C=C methyl 6-fluoro-4-vinyl-1H-indole-2-carboxylate